methyl-3,6-diazabicyclo[3.1.1]heptan CC12CNCC(N1)C2